C(OC(C)(C)C)(=O)OOCC(CCCC)CC t-butyl O-(2-ethylhexyl) monoperoxycarbonate